C1(CC1)N1C=NC2=C1C=C(C(=C2)C#CC2=NN(C(=C2C(=O)N)NC)[C@@H]2CN([C@@H](C2)CF)C(C=C)=O)F 3-[2-(1-cyclopropyl-6-fluoro-1,3-benzodiazol-5-yl)ethynyl]-1-[(3S,5S)-5-(fluoromethyl)-1-(prop-2-enoyl)pyrrolidin-3-yl]-5-(methylamino)pyrazole-4-carboxamide